6-((2-methoxypropan-2-yl)oxy)-3'-methyl-4-pentyl-[1,1'-biphenyl]-2-ol COC(C)(C)OC=1C=C(C=C(C1C1=CC(=CC=C1)C)O)CCCCC